ClC=1C=CC=C2C(C=C(OC12)C1=CC=C(OCC(OC2CC(C2)C(=O)O)C)C=C1)=O 3-[2-[4-(8-chloro-4-oxo-chromen-2-yl)phenoxy]-1-methyl-ethoxy]cyclobutanecarboxylic acid